ammonium bicarbonate lithium fluoride [F-].[Li+].C([O-])(O)=O.[NH4+]